C(C)(C)(C)OC(N[C@@]1(C([C@@H](CCC1)O)=O)C1=CC=CC=C1)=O |r| rac-tert-Butyl-((1R,3R)-3-hydroxy-2-oxo-1-phenylcyclohexyl)carbamat